C(C1=CC=CC=C1)OC1=CC=C2C(=C(C=NC2=C1)C(O)C1=C(C=C(C=C1)F)C)Cl (7-(benzyloxy)-4-chloroquinolin-3-yl)(4-fluoro-2-methylphenyl)methanol